(R)-1-(4-methoxyphenyl)-N-(2-(phenylthio)ethyl)ethan-1-amine COC1=CC=C(C=C1)[C@@H](C)NCCSC1=CC=CC=C1